FC1=C(C=CC(=C1C)C(F)(F)F)NS(=O)(=O)C1=CNC(=C1)C1=NC=CC=C1 N-[2-fluoro-3-methyl-4-(trifluoromethyl)phenyl]-5-pyridin-2-yl-1H-pyrrole-3-sulfonamide